N1=CC=C(C=C1)CNC(NC1=CC=C(C=C1)NS(=O)(=O)CC1=C(C=CC=C1)C(F)(F)F)=O N-(4-(3-(pyridin-4-ylmethyl)ureido)phenyl)-1-(2-(trifluoromethyl)phenyl)methanesulfonamide